oxazol-4-carbaldehyde O1C=NC(=C1)C=O